N[C@H](C)C1=CC=CC=2S(CCC21)(=O)=O (R)-4-(1-aminoethyl)-2,3-dihydrobenzo[b]thiophene 1,1-dioxide